1-(6-(azidomethyl)pyridin-2-yl)-3-Methylazetidine-3-ol N(=[N+]=[N-])CC1=CC=CC(=N1)N1CC(C1)(O)C